6-bromohexanoate BrCCCCCC(=O)[O-]